FC(C(C(=O)N1C[C@H]2OC3=C([C@@H]1C2)C=NC=C3C#CC=3C=NC(=NC3)C#N)(C)C)F 5-(((2S,5S)-4-(3,3-difluoro-2,2-dimethylpropanoyl)-2,3,4,5-tetrahydro-2,5-methanopyrido[3,4-f][1,4]oxazepin-9-yl)ethynyl)pyrimidine-2-carbonitrile